phenylcarbonyl-(phenylsulfonyl)diazomethane C1(=CC=CC=C1)C(=O)C(=[N+]=[N-])S(=O)(=O)C1=CC=CC=C1